3-((3-((E)-4-((dimethylamino)methyl)styryl)-1H-indazol-6-yl)methylene)-4-phenylpyrrolidin-2-one CN(C)CC1=CC=C(/C=C/C2=NNC3=CC(=CC=C23)C=C2C(NCC2C2=CC=CC=C2)=O)C=C1